(5R)-8-chloro-1-[trans-4-(pyridin-2-yloxy)cyclohexyl]-5,6-dihydro-4H-[1,2,4]triazolo[4,3-a][1]benzazepin-5-yl-2-phenylacetamide ClC=1C=CC2=C(C[C@H](CC=3N2C(=NN3)[C@@H]3CC[C@H](CC3)OC3=NC=CC=C3)C(C(=O)N)C3=CC=CC=C3)C1